5-(1H-benzo[d]imidazol-2-yl)-3-methoxy-4-methylbenzene-1,2-diol N1C(=NC2=C1C=CC=C2)C2=C(C(=C(C(=C2)O)O)OC)C